FC1=CC=C(C=C1)CC(=O)NC1=NC=C(C=C1)C 2-(4-fluorophenyl)-N-(5-methylpyridin-2-yl)acetamide